4-methyl-2,6-naphthalenedicarboxylic acid CC1=CC(=CC2=CC=C(C=C12)C(=O)O)C(=O)O